7-(((S)-1-((2S,4R)-2-(((4H-chromeno[3,4-d]oxazol-7-yl)methyl)formamido)-4-hydroxypyrrolidin-1-yl)-3,3-dimethyl-1-oxobutan-2-yl)amino)-7-oxoheptanoic acid O1C=NC2=C1C=1C=CC(=CC1OC2)CC(=O)N[C@H]2N(C[C@@H](C2)O)C([C@H](C(C)(C)C)NC(CCCCCC(=O)O)=O)=O